C(C)(C)(C)OC(=O)N1CC(C1)NC1=CC=C(C=C1)Br 3-((4-bromophenyl)amino)azetidine-1-carboxylic acid tert-butyl ester